C(CC)(=O)OC1=CC(=C(C(=C1)C)O)C(C)(C)C (3'-tert-butyl-4'-hydroxy-5'-methylphenyl) propionate